6-bromo-3-ethyl-5-methylquinazolin-4(3H)-one BrC=1C(=C2C(N(C=NC2=CC1)CC)=O)C